Ethyl 3-amino-4-(5-methyl-1-(tetrahydro-2H-pyran-2-yl)-1H-indazol-4-yl)-1,5-naphthyridine-2-carboxylate NC=1C(=NC2=CC=CN=C2C1C1=C2C=NN(C2=CC=C1C)C1OCCCC1)C(=O)OCC